5-[2-cyclopropyl-5-(4-fluorophenyl)-1H-imidazol-4-yl]-3-isobutyl-3H-imidazo[4,5-b]pyridin-2-ylamine dimethanesulfonate CS(=O)(=O)O.CS(=O)(=O)O.C1(CC1)C=1NC(=C(N1)C1=CC=C2C(=N1)N(C(=N2)N)CC(C)C)C2=CC=C(C=C2)F